tert-butyl (2-(4-(2-(2-aminopyridin-3-yl)-5-phenyl-3H-imidazo[4,5-b]pyridin-3-yl)benzyl)-2-azaspiro[3.3]heptan-6-yl)carbamate NC1=NC=CC=C1C1=NC=2C(=NC(=CC2)C2=CC=CC=C2)N1C1=CC=C(CN2CC3(C2)CC(C3)NC(OC(C)(C)C)=O)C=C1